4-((1-(6-(4H-1,2,4-triazol-4-yl)-1H-indazol-4-yl)azetidin-3-yl)oxy)-N-(3-chloro-4-(trifluoromethoxy)benzyl)butan-1-amine N=1N=CN(C1)C1=CC(=C2C=NNC2=C1)N1CC(C1)OCCCCNCC1=CC(=C(C=C1)OC(F)(F)F)Cl